11-(3-naphtho[1',2':4,5]furo[2,3-b]pyrazin-9-yl-phenyl)-12-phenylindolo[2,3-a]carbazole C1=CC=CC=2C=CC3=C(C=4C(=NC(=CN4)C=4C=C(C=CC4)N4C5=CC=CC=C5C5=CC=C6C(=C45)N(C=4C=CC=CC46)C4=CC=CC=C4)O3)C12